C(C)C=1NC=CN1 2-ethyl-1H-imidazol